NC1=NC2=CC=C(C=C2C=C1C)C(=O)N(CC1=NC=C(C=C1)C(F)(F)F)CC1=NC=CC=C1C 2-amino-3-methyl-N-((3-methyl-2-pyridinyl)methyl)-N-((5-(trifluoromethyl)-2-pyridinyl)methyl)-6-quinolinecarboxamide